4-(3,7-Bis(dimethylamino)-5,5-dimethyldibenzo[b,e]silin-10(5H)-yliden)-N-(2-(2-((6-chlorohexyl)oxy)ethoxy)ethyl)butanamid CN(C=1C=CC2=C([Si](C3=C(C2=CCCC(=O)NCCOCCOCCCCCCCl)C=CC(=C3)N(C)C)(C)C)C1)C